CC=1C=C2/C(/C(NC2=CC1)=O)=N/NC(NC1=CC(=CC=C1)[N+](=O)[O-])=S (Z)-2-(5-methyl-2-oxoindolin-3-ylidene)-N-(3-nitrophenyl)hydrazinecarbothioamide